CC(C)C1=CC(=C2C(=C1OC)CC[C@H]3[C@]2(CCC(=O)[C@@]3(C)CO)C)O The molecule is a tricyclic diterpenoid having formula C21H30O4, originally isolated from Tripterygium wilfordii. It has a role as a plant metabolite. It is a tricyclic diterpenoid, an aromatic ether, a cyclic ketone, a member of phenols and a primary alcohol.